N-(1-{4-[3-(propan-2-yl)imidazo[1,2-a]pyridin-6-yl]benzenesulfonyl}piperidin-4-yl)-5-(trifluoromethoxy)pyridin-2-amine CC(C)C1=CN=C2N1C=C(C=C2)C2=CC=C(C=C2)S(=O)(=O)N2CCC(CC2)NC2=NC=C(C=C2)OC(F)(F)F